C(C)(C)(C)OC(=O)N1C(CNCC1C)(C)C=1C=NC(=C(C1)Cl)CN [6-(aminomethyl)-5-chloropyridin-3-yl]-2,6-dimethylpiperazine-1-carboxylic acid tert-butyl ester